6-(4-acetyl-4,7-diazaspiro[2.5]octane-7-yl)-2-((5-(5-(difluoromethyl)-1,3,4-oxadiazole-2-yl)pyridine-2-yl)methyl)-4,4-dimethylisoquinoline-1,3(2H,4H)-dione C(C)(=O)N1C2(CC2)CN(CC1)C=1C=C2C(C(N(C(C2=CC1)=O)CC1=NC=C(C=C1)C=1OC(=NN1)C(F)F)=O)(C)C